3-(5-fluoropyrimidin-2-yl)-6-methyl-1,2,3,4,4a,5,6,7-octahydrobenzo[f]pyrazino[1,2-a][1,4]diazepin-9-amine FC=1C=NC(=NC1)N1CC2N(C3=C(CN(C2)C)C=C(C=C3)N)CC1